4-(2,3-dichlorophenyl)-N-(2-((3-hydroxyphenyl)amino)-2-oxoethyl)piperazine-1-carboxamide ClC1=C(C=CC=C1Cl)N1CCN(CC1)C(=O)NCC(=O)NC1=CC(=CC=C1)O